COC=1C=C(C=C(C1OC)OC)C1=CC=CC=C1 3,4,5-trimethoxy-[1,1'-biphenyl]